C(CCCCCCC)[Si](N[Si](CCCCCCCC)(C)C)(C)C 1,3-dioctyl-tetramethyl-disilazane